C1(CCC1)CN1CCCCC1 (cyclobutylmethyl)piperidin